CC=1N=C(C=2N=CN([C@H]3[C@H](O)[C@H](O)[C@@H](CO)O3)C2N1)N 2-methyl-adenosine